COC1=CC=C(C=C1)CN1C(N(CC12CN(CC2)C(=O)OC(C)(C)C)CCN2C(=CC(=CC2=O)N2CC(CC2)(C2=CC=CC=C2)C)C)=O tert-butyl 1-[(4-methoxyphenyl)methyl]-3-[2-[2-methyl-4-(3-methyl-3-phenyl-pyrrolidin-1-yl)-6-oxo-1-pyridyl]ethyl]-2-oxo-1,3,7-triazaspiro[4.4]nonane-7-carboxylate